C1(CCC1)CN1CCC(CC1)N(C=1C=C(C=CC1)O)C1=CSC=C1 3-((1-(cyclobutylmethyl)piperidin-4-yl)(thiophen-3-yl)amino)phenol